FC1(C[C@@H](CNC1)NC1=NC=CC(=N1)C1=C(N=C(S1)C)OC1=C(C(=C(C=C1)NS(=O)(=O)C(F)F)F)C)F N-[4-[5-[2-[[(3S)-5,5-difluoro-3-piperidyl]amino]pyrimidin-4-yl]-2-methyl-thiazol-4-yl]oxy-2-fluoro-3-methyl-phenyl]-1,1-difluoro-methanesulfonamide